ethyl 8-{[(1r,3r)-3-(2-methoxy-2-oxoethyl)cyclobutyl](4-methyl-1,4-diazepane-1-carbonyl)amino}octanoate COC(CC1CC(C1)N(CCCCCCCC(=O)OCC)C(=O)N1CCN(CCC1)C)=O